CN(CCN(C1=C(C=C(C(=C1)OCC(F)(F)F)NC1=NC=CC(=N1)C=1C=C(C2=C(N(C(=N2)C)C(C)C)C1)F)NC(C=C)=O)C)C N-(2-((2-(dimethylamino)ethyl)(methyl)amino)-5-((4-(4-fluoro-1-isopropyl-2-methyl-1H-benzo[d]imidazole-6-yl)pyrimidin-2-yl)amino)-4-(2,2,2-trifluoroethoxy)phenyl)acrylamide